S1C(=NC2=C1C=CC=C2)C2=C(C=CC=C2)C2=CC(=NC(=C2N2C1=CC=C(C=C1C=1C=C(C=CC21)C#N)C#N)N2C1=CC=CC=C1OC=1C=CC=CC21)N2C1=CC=C(C=C1C=1C=C(C=CC21)C#N)C#N 9,9'-(4-(2-(benzo[d]thiazol-2-yl)phenyl)-6-(10H-phenoxazin-10-yl)pyridine-2,5-diyl)bis(9H-carbazole-3,6-dicarbonitrile)